(R)-6-(4-fluorophenyl)-8-iodo-N-(1-(2-(trifluoromethyl)pyrimidin-5-yl)ethyl)quinazolin-4-amine FC1=CC=C(C=C1)C=1C=C2C(=NC=NC2=C(C1)I)N[C@H](C)C=1C=NC(=NC1)C(F)(F)F